(S)-(+)-N,N-dimethyl-1-(2-diphenylphosphino)ferrocenylethylamine C[C@@H]([C]1[CH][CH][CH][C]1P(C2=CC=CC=C2)C3=CC=CC=C3)N(C)C.[CH]1[CH][CH][CH][CH]1.[Fe]